C(C1=CC=CC=C1)OCC1=CC=C(C=C1)NC(C1=C(C(=CC=C1)B1OC(C(O1)(C)C)(C)C)C)=O N-(4-((Benzyloxy)methyl)phenyl)-2-methyl-3-(4,4,5,5-tetramethyl-1,3,2-dioxaborolan-2-yl)benzamide